Bromofluorenon BrC=1C(C2=CC3=CC=CC=C3C2=CC1)=O